3-(4-((14-hydroxy-3,6,9,12-tetraoxatetradecyl)oxy)phenyl)-3-methylbutanoic acid OCCOCCOCCOCCOCCOC1=CC=C(C=C1)C(CC(=O)O)(C)C